CNC1C=C(C1)C1=CC(=CC=C1)C1(CC1)C(F)(F)F N-methyl-3-(3-(1-(trifluoromethyl)cyclopropyl)phenyl)cyclobut-2-en-1-amine